3-(2-isobutoxy-6-(trifluoromethyl)pyridin-3-yl)-N-(2-oxo-2,3-dihydro-1H-benzo[d]imidazol-4-yl)propanamide C(C(C)C)OC1=NC(=CC=C1CCC(=O)NC1=CC=CC=2NC(NC21)=O)C(F)(F)F